BrC1=CC=C2C(=N1)N(C(=C2)C2=NC1=C(N2C)C=CC(=C1)C(=O)OC)COCC[Si](C)(C)C methyl 2-(6-bromo-1-((2-(trimethylsilyl)ethoxy)methyl)-1H-pyrrolo[2,3-b]pyridin-2-yl)-1-methyl-1H-benzo[d]imidazole-5-carboxylate